1,2-dimethyl-4-oxo-6-(trifluoromethoxy)-1,4-dihydroquinoline-3-Formamide CN1C(=C(C(C2=CC(=CC=C12)OC(F)(F)F)=O)C(=O)N)C